COC1=CC=C(C=C1)C(OC[C@@H]1[C@H]([C@H]([C@@H](O1)N1C=C2CCCNC=3C2=C1N=CN3)F)O)(C3=CC=CC=C3)C3=CC=C(C=C3)OC 2-{5-O-[bis(4-methoxyphenyl)(phenyl)methyl]-2-deoxy-2-fluoro-β-D-ribofuranosyl}-6,7,8,9-tetrahydro-2H-2,3,5,6-tetraazabenzo[cd]azulene